O=C1N(C(CC1)=O)OC(CCOCCOCCOCCOCCN1C(C=CC1=O)=O)=O 1-{15-[(2,5-dioxopyrrolidin-1-yl)oxy]-15-oxo-3,6,9,12-tetraoxapentadecan-1-yl}-1H-pyrrole-2,5-dione